methyl 1,4-dioxaspiro[4.5]dec-7-ene-7-carboxylate O1CCOC12CC(=CCC2)C(=O)OC